2-((1-(3-(4-fluorophenyl)-7-methyl-2-(2-methylpyridin-4-yl)quinolin-5-yl)ethyl)amino)benzoic acid FC1=CC=C(C=C1)C=1C(=NC2=CC(=CC(=C2C1)C(C)NC1=C(C(=O)O)C=CC=C1)C)C1=CC(=NC=C1)C